8-nitroso-1,4-dioxa-8-azaspiro[4.5]decane N(=O)N1CCC2(OCCO2)CC1